ClC=1C(N(C(=CC1OC([2H])([2H])C1=NC=C(C=C1F)F)C)C1=CC(=NC=C1C)N1N=C(C=C1)C(CC)(CC)O)=O 3-Chloro-4-((3,5-difluoropyridin-2-yl)methoxy-d2)-2'-(3-(3-hydroxypentan-3-yl)-1H-pyrazol-1-yl)-5',6-dimethyl-2H-[1,4'-bipyridin]-2-one